1-chloro-2-fluoro-4-(trifluoromethyl)benzene ClC1=C(C=C(C=C1)C(F)(F)F)F